tert-butyl (S)-(5-((2-ethynyl-6-nitrophenyl)amino)hexyl)carbamate C(#C)C1=C(C(=CC=C1)[N+](=O)[O-])N[C@H](CCCCNC(OC(C)(C)C)=O)C